5-chloro-N-((1r,4r)-4-((3-(2-ethyloxazolo[4,5-b]pyridin-6-yl)-2-oxo-2,3-dihydro-1H-benzo[d]imidazol-1-yl)methyl)cyclohexyl)-2-methylnicotinamide ClC=1C=NC(=C(C(=O)NC2CCC(CC2)CN2C(N(C3=C2C=CC=C3)C=3C=C2C(=NC3)N=C(O2)CC)=O)C1)C